3-(cyclohexylamino)propylamine C1(CCCCC1)NCCCN